3-ethyl 6-chloro-4-cyclopropoxypyridine-3-carboxylate ClC1=CC(=C(C=N1)C(=O)OCC)OC1CC1